butyrhydrazide C(CCC)(=O)NN